C1(CC1)C(=O)N1[C@H]([C@H]([C@H](C1)F)NS(=O)(=O)C1CC1)CC=1C(=C(C=CC1)C1=CC(=CC=C1)F)F N-{(2S,3R,4S)-1-(cyclopropanecarbonyl)-2-[(2,3'-difluoro[1,1'-biphenyl]-3-yl)methyl]-4-fluoropyrrolidin-3-yl}cyclopropane-sulfonamide